NC1=NC=2C=NC(=CC2C2=C1COC2)C(=O)N2[C@@H](COCC2)C2=C(C=C(C=C2F)Br)F (4-amino-1,3-dihydrofuro[3,4-c][1,7]naphthyridin-8-yl)((3R)-3-(4-bromo-2,6-difluorophenyl)-4-morpholinyl)methanone